2-(cyclopropylamino)-8-(4-(difluoromethoxy)phenyl)-6-(2-methylimidazo[1,2-a]pyridin-6-yl)pteridin-7(8H)-one C1(CC1)NC1=NC=2N(C(C(=NC2C=N1)C=1C=CC=2N(C1)C=C(N2)C)=O)C2=CC=C(C=C2)OC(F)F